(S)-2-(3-(3-(diethylamino)phenoxy)pyrrolidin-1-yl)-N-(3-(2-((1,5-dimethyl-1H-pyrazol-3-yl)amino)-5-methylpyrimidin-4-yl)-1H-indol-7-yl)acetamide C(C)N(C=1C=C(O[C@@H]2CN(CC2)CC(=O)NC=2C=CC=C3C(=CNC23)C2=NC(=NC=C2C)NC2=NN(C(=C2)C)C)C=CC1)CC